(3R)-2-(3,4-Dichlorobenzoyl)-9-[(1R)-1-(4-fluorophenyl)ethyl]-3-methyl-1,2,3,4,8,9-hexahydropyrido[4',3':3,4]pyrazolo[1,5-a]pyrazin-10(7H)-one ClC=1C=C(C(=O)N2CC=3C(=NN4C3C(N(CC4)[C@H](C)C4=CC=C(C=C4)F)=O)C[C@H]2C)C=CC1Cl